ClC1=C(C(=C(N=N1)NC1C[C@@H]2[C@@H](CN(C2)C(=O)OC(C)(C)C)C1)C)C(F)(F)F tert-butyl (3aR,5s,6aS)-5-((6-chloro-4-methyl-5-(trifluoromethyl)pyridazin-3-yl)amino)hexahydrocyclopenta[c]pyrrole-2(1H)-carboxylate